ClC1=C(C=CC=C1C)C=1C(=CC=2C3=C(C(=NC2C1F)N1CC(C1)N(C)C)N=NN3[C@@H]3C[C@H](N(CC3)C(=O)OC(C)(C)C)CC#N)C tert-butyl (2S,4S)-4-(7-(2-chloro-3-methylphenyl)-4-(3-(dimethylamino)-azetidin-1-yl)-6-fluoro-8-methyl-1H-[1,2,3]triazolo[4,5-c]quinolin-1-yl)-2-(cyanomethyl)-piperidine-1-carboxylate